(2,6-Dichloropyridin-4-yl)methyl (1R,2S)-2-aminocyclohexane-1-carboxylate hydrochloride Cl.N[C@@H]1[C@@H](CCCC1)C(=O)OCC1=CC(=NC(=C1)Cl)Cl